Cl.CC1(CC1)N 1-methylcyclopropane-1-amine Hydrochloride